N1C(=NCC1)CN1CC2=CC(=CC=C2C2(CCN(CC2)C2CCC(CC2)C(C)C)C1=O)NC(C)=O N-(2-((4,5-dihydro-1H-imidazol-2-yl)methyl)-1'-((1s,4s)-4-isopropylcyclohexyl)-3-oxo-2,3-dihydro-1H-spiro[isoquinoline-4,4'-piperidin]-7-yl)acetamide